ClC=1C=CC2=C(SC=C2COC2=CC=CC(=N2)C2CCN(CC2)CC2=NC3=C(N2CCOC)C=C(C=C3)C(=O)O)C1 2-((4-(6-((6-chlorobenzo[b]thiophen-3-yl)methoxy)pyridin-2-yl)piperidin-1-yl)methyl)-1-(2-methoxyethyl)-1H-benzo[d]imidazole-6-carboxylic acid